(R)-1-cyclopropylethane-1-amine hydrochloride Cl.C1(CC1)[C@@H](C)N